(E)-4,5,6,7-tetrahydro-1,2,4-oxadiazepine O1\N=C\NCCC1